NC1=C(C=2C(=NC(=C(C2)C)C)N1C1=C(C(=CC=C1C)O)C)C(=O)C=1N=C2SC=CN2C1 (2-amino-1-(3-hydroxy-2,6-dimethylphenyl)-5,6-dimethyl-1H-pyrrolo[2,3-b]pyridin-3-yl)(imidazo[2,1-b]thiazol-6-yl)methanone